dimethoxy-5,6'-diaminobiphenyl COC=1C(=C(C=C(C1)N)C1=CC=CC=C1N)OC